(1-(2-chlorophenyl)-1-phenylpropan-2-yl)-5-hydroxy-N-(isoxazol-4-yl)-1-methyl-6-oxo-1,6-dihydropyrimidine-4-carboxamide ClC1=C(C=CC=C1)C(C(C)C=1N(C(C(=C(N1)C(=O)NC=1C=NOC1)O)=O)C)C1=CC=CC=C1